CC(=O)N[C@@H](CC1=CC=C(C=C1)Br)C(=O)O (S)-N-acetyl-4-bromophenylalanine